C(C)(C)(C)C=1C=C(CS(=O)(=O)O)C=C(C1O)C(C)(C)C 3,5-di-t-butyl-4-hydroxybenzylsulfonic acid